FC1=C(C=C(C=C1)C1=C(OC(=C1)[N+](=O)[O-])C(=O)N)C(N)=O (4-fluoro-3-carbamoylphenyl)-5-nitrofuran-2-carboxamide